sodium 3-[(amino-iminomethyl) thio]-1-propanesulfonate NC(SCCCS(=O)(=O)[O-])=N.[Na+]